N-{(5S)-8-Chloro-1-[trans-4-(pyridin-2-yloxy)cyclohexyl]-5,6-dihydro-4H-[1,2,4]triazolo[4,3-a][1]benzazepin-5-yl}-4-fluorobenzamid ClC=1C=CC2=C(C[C@@H](CC=3N2C(=NN3)[C@@H]3CC[C@H](CC3)OC3=NC=CC=C3)NC(C3=CC=C(C=C3)F)=O)C1